5-(3-(4-methoxyisoquinolin-6-yl)pyrazolo[1,5-a]pyrimidin-6-yl)-1-methylpyridin-2(1H)-one COC1=CN=CC2=CC=C(C=C12)C=1C=NN2C1N=CC(=C2)C=2C=CC(N(C2)C)=O